COC=1C=C(C=C(C1OC)OC)C[C@@H](C)O (R)-1-(3,4,5-trimethoxy-phenyl)propan-2-ol